CN1N=CC(=C1C1=C2C(=NC(=C1)N1[C@@H](COCC1)C)C(=NS2)C2=CC(=NN2)C)C (R)-4-(7-(1,4-dimethyl-1H-pyrazol-5-yl)-3-(3-methyl-1H-pyrazol-5-yl)isothiazolo[4,5-b]pyridin-5-yl)-3-methylmorpholine